N12N=CCC2=CC=C1 diazabicyclo[3.3.0]octa-2,5,7-triene